N-(2-chloro-6-methylphenyl)-2-((2-methyl-6-(4-(2-morpholinoacetyl)piperazin-1-yl)pyrimidin-4-yl)amino)thiazole-5-carboxamide ClC1=C(C(=CC=C1)C)NC(=O)C1=CN=C(S1)NC1=NC(=NC(=C1)N1CCN(CC1)C(CN1CCOCC1)=O)C